BrC=1C=C(C(=C(C=NC(C(=O)O)CC2=CC=C(C=C2)O)C1)O)OC(C1=CN=CC=C1)=O 2-(5-bromo-2-hydroxy-3-(nicotinoyloxy)benzylideneamino)-3-(4-hydroxy-phenyl)propanoic acid